C(C)C1(C(C2=CC=C(C=C2C1)C1=CC(=CC=C1)C(C)C)NC(O[C@@H]1CN2CCC1CC2)=O)CC (S)-quinuclidin-3-yl (2,2-diethyl-5-(3-isopropylphenyl)-2,3-dihydro-1H-inden-1-yl)carbamate